FC=1C=C2C(=C(NC2=CC1)C1=CC=CC=C1)CCC(=O)O 3-(5-fluoro-2-phenyl-1H-indol-3-yl)propionic acid